C(C(C)(C)C)(=O)O[O-] peroxypivaloate